samarium-lanthanum-iron-bismuth-tungsten [W].[Bi].[Fe].[La].[Sm]